IC1=CC=C(C=C1)CCCCC(=O)O 5-(4-iodophenyl)valeric acid